BrC1=CC=C(C(=C1)NCC1=CC=C(C=C1)OC)N 5-bromo-N1-(4-methoxybenzyl)benzene-1,2-diamine